7-(prop-2-yloxy)-1-(pyrrolidin-2-ylmethoxy)isoquinoline-6-carboxamide CC(C)OC1=C(C=C2C=CN=C(C2=C1)OCC1NCCC1)C(=O)N